1-oxa-6-azaspiro[3.3]heptane hemioxalate C(C(=O)O)(=O)O.O1CCC12CNC2.O2CCC21CNC1